(S)-10-((2-(4-(1,3-dioxolan-2-yl)piperidin-1-yl)-5-chloropyrimidin-4-yl)amino)-2-cyclopropyl-3,3-difluoro-7-methyl-1,2,3,4-tetrahydro-[1,4]oxazepino[2,3-c]quinoline-6(7H)-one O1C(OCC1)C1CCN(CC1)C1=NC=C(C(=N1)NC1=CC=2C3=C(C(N(C2C=C1)C)=O)OCC([C@@H](N3)C3CC3)(F)F)Cl